2-bromo-N-octadecylpropanamide BrC(C(=O)NCCCCCCCCCCCCCCCCCC)C